FC=1C=C(C=CC1)[C@@H]1N(CCC1)C=1C=CC=2N(N1)C(=CN2)C2=CC=CC(=N2)N2CCN(CC2)CC(=O)N 2-(4-(6-(6-((R)-2-(3-fluorophenyl)pyrrolidin-1-yl)imidazo[1,2-b]pyridazin-3-yl)pyridin-2-yl)piperazin-1-yl)acetamide